ClC=1C=NC(=NC1)C(C(=O)OCC)C=1N(N=C(C1)C(F)F)C1=CC(=C(C=C1)F)F ethyl 2-(5-chloropyrimidin-2-yl)-2-[5-(difluoromethyl)-2-(3,4-difluorophenyl)pyrazol-3-yl]acetate